CN1CCN(CC1)C1=CC=C(C=C1)NC(=O)CC1=NN(C(=C1)C=1C=C2N=CC=NC2=CC1)C1=NC(=CC=C1)C N-(4-(4-methylpiperazin-1-yl)phenyl)-1-(6-methylpyridin-2-yl)-5-(quinoxalin-6-yl)-1H-pyrazole-3-carboxyamide